hexenyl-benzyl-phosphinic acid C(=CCCCC)P(O)(=O)CC1=CC=CC=C1